6-(2-(3-chloro-2-fluorophenyl)-2-hydroxyacetyl)-2-(1-(3-chlorophenyl)cyclopropyl)-3,5,6,7,8,9-hexahydro-4H-pyrimido[5,4-c]azepin-4-one ClC=1C(=C(C=CC1)C(C(=O)N1CC2=C(CCC1)N=C(NC2=O)C2(CC2)C2=CC(=CC=C2)Cl)O)F